ClCC=1C=C2C=C(C=NC2=CC1)C1CC1 6-(chloromethyl)-3-cyclopropylquinolin